4-amino-1-(tert-butoxycarbonyl)piperidine NC1CCN(CC1)C(=O)OC(C)(C)C